C(C#C)(=O)OCC(O)CO glycerol propiolate